FC1=C(C(=O)N2CC3C(C2)CN(C3)C3=NC(=CC(=N3)C(=O)OC)C)C(=CC=C1)C1=NC=CC=N1 methyl 2-((3R,6S)-5-(2-fluoro-6-(pyrimidin-2-yl)benzoyl)hexahydropyrrolo[3,4-c]pyrrol-2(1H)-yl)-6-methylpyrimidine-4-carboxylate